C(C)(=O)O.C(C)(=O)NC(C(=O)NC(C)(C)C)(CCCCB1OC(C(O1)(C)C)(C)C)[C@@H]1C[C@@H](C1)N Cis-2-acetylamino-2-(3-aminocyclobutyl)-N-tert-butyl-6-(4,4,5,5-tetramethyl-1,3,2-dioxaborolan-2-yl)hexanamide acetate